(5-((tert-butyldimethylsilyl)oxy)piperidin-3-yl)((S)-6,8-dichloro-1-methyl-3,4-dihydroisoquinolin-2(1H)-yl)methanone [Si](C)(C)(C(C)(C)C)OC1CC(CNC1)C(=O)N1[C@H](C2=C(C=C(C=C2CC1)Cl)Cl)C